1-isobutyl-1H-imidazole-4-carboxylic acid C(C(C)C)N1C=NC(=C1)C(=O)O